NC1=NC=CC(=C1Cl)N1C(NC2=NC(=CN=C2C1=O)N1CCC2([C@@H]([C@@H](OC2)C)N)CC1)=O 3-(2-amino-3-chloropyridine-4-yl)-7-((3S,4S)-4-amino-3-methyl-2-oxa-8-azaspiro[4.5]decane-8-yl)pteridine-2,4(1H,3H)-dione